tert-Butyl 2-[(pyrazolo[1,5-b]pyridazine-5-carbonylamino)methyl]-6-azaspiro[2.5]octane-6-carboxylate N1=CC=C2N1N=CC(=C2)C(=O)NCC2CC21CCN(CC1)C(=O)OC(C)(C)C